O=C1CC=NC2=C1N=CN=N2 5-oxopyrido[3,2-e][1,2,4]triazin